7-(2-hydroxyethyl)naphthalene-2-carbonitrile OCCC1=CC=C2C=CC(=CC2=C1)C#N